CN1C[C@@H](CCC1)NC=1OC=2C(=NC(=CC2)C2=C(C=CC=C2)O)N1 2-[[(3R)-1-methyl-3-piperidyl]amino]oxazolo[4,5-b]pyridin-5-ylphenol